dimethoxyethylamine COC(CN)OC